NC=1C(=NC(=C(N1)F)C1=CC(=C(C=C1)N1CCOCC1)CN1CC(C1)OC)C=1C=C2CCNC(C2=C(C1)F)=O 6-(3-amino-5-fluoro-6-(3-((3-methoxyazetidin-1-yl)methyl)-4-morpholinophenyl)pyrazin-2-yl)-8-fluoro-3,4-dihydroisoquinolin-1(2H)-one